C(C)(C)(C)OC(=O)NCC=1C=C(C=CC1)C1=CC(=CC=2C=COC21)COC2=C(C=CC(=C2)C(C)N[S@](=O)C(C)(C)C)CC(=O)OCC ethyl 2-(2-((7-(3-(((tert-butoxycarbonyl)amino)methyl)phenyl)benzofuran-5-yl)methoxy)-4-(1-((R)-1,1-dimethylethylsulfinamido)ethyl)phenyl)acetate